C1C(CC12CCNCC2)CN2CCN(CC2)C2=CC=C(NC=1N=C3N4C=5C=CC=C(C(CCC=CCN4C(C3=CN1)=O)(C)O)N5)C=C2 5-[4-[4-(7-azaspiro[3.5]nonan-2-ylmethyl)piperazin-1-yl]anilino]-16-hydroxy-16-methyl-2,4,6,10,21-pentazatetracyclo[15.3.1.02,10.03,8]henicosa-1(21),3,5,7,12,17,19-heptaen-9-one